(R)-(+)-diphenyl-2-pyrrolidinemethanol C1(=CC=CC=C1)[C@@]1(N(CCC1)C1=CC=CC=C1)CO